indenopiperidine N1CCCC2=C1CC=1C=CC=CC12